ClC1=CC=C(C=C1)[C@@]1(N(C(C2=CC(=CC(=C12)F)[C@@](CC)(O)C1(CCOCC1)F)=O)[C@@H](CCC(=O)O)C1=CC=C(C=C1)OC)OC (4S)-4-[(1R)-1-(4-chlorophenyl)-7-fluoro-5-[(1R)-1-(4-fluorooxan-4-yl)-1-hydroxypropyl]-1-methoxy-3-oxo-2,3-dihydro-1H-isoindol-2-yl]-4-(4-methoxyphenyl)butanoic acid